1,6-Dichloroisoquinoline ClC1=NC=CC2=CC(=CC=C12)Cl